(S)-β-amino-4-(3-pyridyl)-butyric acid N[C@H](CC(=O)O)CC=1C=NC=CC1